C1(CCCCC1)CC1=C(C=CC(=C1)N)N (Cyclohexylmethyl)benzene-1,4-diamine